tert-Butyl (3,3-bis(hydroxymethyl)cyclobutyl)carbamate OCC1(CC(C1)NC(OC(C)(C)C)=O)CO